3-[4-(9-aminononyl)-3-methyl-2-oxo-benzimidazol-1-yl]piperidine-2,6-dione NCCCCCCCCCC1=CC=CC=2N(C(N(C21)C)=O)C2C(NC(CC2)=O)=O